(R)-3-(4-chlorophenyl)-2-((5-chloropyrimidin-2-yl)methyl)-4-fluoro-6-((S)-1-hydroxy-1-(piperidin-4-yl)propyl)-3-methoxyisoindolin-1-one ClC1=CC=C(C=C1)[C@@]1(N(C(C2=CC(=CC(=C12)F)[C@](CC)(C1CCNCC1)O)=O)CC1=NC=C(C=N1)Cl)OC